1-(4-cyclopropyl-3,5-diethoxyphenyl)ethane-1-one tert-butyl-4-(4-amino-phenyl)-piperazine-1-carboxylate C(C)(C)(C)OC(=O)N1CCN(CC1)C1=CC=C(C=C1)N.C1(CC1)C1=C(C=C(C=C1OCC)C(C)=O)OCC